N-(benzenesulfonyl)-4-bromo-benzamide C1(=CC=CC=C1)S(=O)(=O)NC(C1=CC=C(C=C1)Br)=O